((S)-2-amino-3-(3,4-dihydroxyphenyl)propanoyl)-L-tyrosine N[C@H](C(=O)N[C@@H](CC1=CC=C(C=C1)O)C(=O)O)CC1=CC(=C(C=C1)O)O